ClC=1C(=NC=C(C1)[N+](=O)[O-])N1N=CC=C1 3-chloro-5-nitro-2-(1H-pyrazole-1-yl)pyridine